C(#N)C=1C=C(C=CC1F)NC(=O)C=1N(C(=C(C1C)C(C(=O)NC1(CCS(CC1)(=O)=O)C#C)=O)C)C N-(3-cyano-4-fluoro-phenyl)-4-[2-[(4-ethynyl-1,1-dioxo-thian-4-yl)amino]-2-oxo-acetyl]-1,3,5-trimethyl-pyrrole-2-carboxamide